Allyl (6aS)-3-(benzyloxy)-6-hydroxy-2-methoxy-14-oxo-6,6a,7,12-tetra-hydrobenzo[5,6][1,4]diazepino[1,2-b]isoquinoline-5(14H)-carboxylate C(C1=CC=CC=C1)OC=1C(=CC2=C(N(C([C@H]3N(CC4=CC=CC=C4C3)C2=O)O)C(=O)OCC=C)C1)OC